C1=C(C=CC2=CC=CC=C12)COC1=CC2=C(C(=CC(O2)=O)C(F)(F)F)C=C1 7-((naphthalen-2-yl)methoxy)-4-trifluoromethyl-2H-1-benzopyran-2-one